COC(=O)C=1C=2C(C(C(NC2C=C(C1)F)C1CN(CC1)CCOC)C1=C(C=CC=C1)Cl)=O 3-(2-chlorophenyl)-7-fluoro-2-[1-(2-methoxyethyl)pyrrolidin-3-yl]-4-oxo-2,3-dihydro-1H-quinoline-5-carboxylic acid methyl ester